tert-butyl (2R,5S)-4-(7-bromo-8-fluoro-2-(((2R,7aS)-2-fluorotetrahydro-1H-pyrrolizin-7a(5H)-yl-6,6-d2)methoxy)-6-(trifluoromethyl)quinazolin-4-yl)-2,5-dimethylpiperazine-1-carboxylate BrC1=C(C=C2C(=NC(=NC2=C1F)OC[C@]12CC(CN2C[C@@H](C1)F)([2H])[2H])N1C[C@H](N(C[C@@H]1C)C(=O)OC(C)(C)C)C)C(F)(F)F